2-((2R,4S)-1-(6-bromopyrimidin-4-yl)-4-methoxypyrrolidin-2-yl)-6-cyclopropyl-imidazo[1,2-a]pyridine BrC1=CC(=NC=N1)N1[C@H](C[C@@H](C1)OC)C=1N=C2N(C=C(C=C2)C2CC2)C1